(5-chlorothieno[2,3-c]pyridin-2-yl)(2,6-difluoro-3,5-dimethoxyphenyl)methanone tert-butyl-N-[2-[2-oxo-3-(7-oxo-8H-pyrimido[5,4-b][1,4]oxazin-2-yl)-1,3-oxazolidin-5-yl]ethyl]carbamate C(C)(C)(C)OC(NCCC1CN(C(O1)=O)C=1N=CC=2OCC(NC2N1)=O)=O.ClC=1C=C2C(=CN1)SC(=C2)C(=O)C2=C(C(=CC(=C2F)OC)OC)F